6-hydroxy-3-(4-methoxybenzyl)benzoxazol-2-one OC1=CC2=C(N(C(O2)=O)CC2=CC=C(C=C2)OC)C=C1